ICCCOCCOCC#C iodo-3-(2-prop-2-ynoxyethoxy)propane